[N+](=O)([O-])C1=C(C=CC=C1)NC(=O)CCCNCCC=1SC=C(N1)C(=O)OCC Ethyl 2-[2-({3-[(2-nitrophenyl) carbamoyl] propyl} amino) ethyl]-1,3-thiazole-4-carboxylate